COC=1C=C(C=CC(=O)NC=2C(C(=O)O)=CC=CC2)C=CC1OC (3,4-dimethoxycinnamoyl)anthranilic acid